C1(=CC=CC=C1)CC(=O)NC1=NN=C(S1)N1CCC(CC1)CCOCC=1C=C(C(=O)N)C=CC1 3-((2-(1-(5-(2-phenylacetamido)-1,3,4-thiadiazol-2-yl)piperidin-4-yl)ethoxy)methyl)benzamide